CC1=C(C(=CC(=C1)C)C)[N+]1=CN(CCC1)C1=C(C=C(C=C1C)C)C 1,3-Bis-(2,4,6-trimethylphenyl)-3,4,5,6-tetrahydropyrimidin-1-ium